BrC1=CC=C(C=C1)C(C=1C(=NN(C1O)C1=CC=CC=C1)C)C=1C(=NN(C1O)C1=CC=CC=C1)C 4,4'-(4-bromophenyl)methylenebis(3-methyl-1-phenylpyrazol-5-ol)